methylethyl-eicosane CC(CCCCCCCCCCCCCCCCCCC)CC